5-bromo-2-chloro-4-(2-chloro-4-fluorophenyl)pyridine BrC=1C(=CC(=NC1)Cl)C1=C(C=C(C=C1)F)Cl